NC1=NN2C(N=CC=C2)=C1C(=O)NC(C)C=1C=C(C=2N(C1C=1C=NN(C1)C)C=NC2)Cl 2-Amino-N-{1-[8-chloro-5-(1-methyl-1H-pyrazol-4-yl)imidazo[1,5-a]pyridin-6-yl]ethyl}pyrazolo[1,5-a]pyrimidine-3-carboxamide